4-[(E)-{4-[(E)-(4-butylphenyl)diazenyl]phenyl}diazenyl]phenol C(CCC)C1=CC=C(C=C1)/N=N/C1=CC=C(C=C1)/N=N/C1=CC=C(C=C1)O